2-(2-fluoro-5-methoxyphenyl)-6-methyl-5-(1-morpholinoethyl)indolizine-7-carboxylic acid isopropyl ester C(C)(C)OC(=O)C=1C(=C(N2C=C(C=C2C1)C1=C(C=CC(=C1)OC)F)C(C)N1CCOCC1)C